tert-butyl (tert-butoxycarbonyl)((1-(4-cyanophenyl)-1H-pyrazol-4-yl)methyl)carbamate C(C)(C)(C)OC(=O)N(C(OC(C)(C)C)=O)CC=1C=NN(C1)C1=CC=C(C=C1)C#N